FC=1C=C(C=C(C1)SC)C1N(CCC1)C=1C=CC=2N(N1)C(=CN2)C(=O)N 6-[2-[3-fluoro-5-(methylthio)phenyl]pyrrolidin-1-yl]imidazo[1,2-b]pyridazine-3-carboxamide